4-((2S)-4-ethynyl-1-((5-methoxy-7-methyl-1H-indol-4-yl)methyl)piperidin-2-yl)Benzoic acid C(#C)C1C[C@H](N(CC1)CC1=C2C=CNC2=C(C=C1OC)C)C1=CC=C(C(=O)O)C=C1